C[C@@](N)(CC(=O)O)C(=O)O α-methyl-D-aspartic acid